CC1=CC=C(C=NCC(CCC)C#N)C=C1 N-(4-methylbenzylidene)(2-cyanopentyl)amine